N-((2-(2-(4-acetamido-3,3-difluoropiperidin-1-yl)pyrimidin-4-yl)-1,6-naphthyridin-7-yl)methyl)-6-methyl-5-(methylsulfonyl)nicotinamide C(C)(=O)NC1C(CN(CC1)C1=NC=CC(=N1)C1=NC2=CC(=NC=C2C=C1)CNC(C1=CN=C(C(=C1)S(=O)(=O)C)C)=O)(F)F